FC1=CC=C2C(N(C(=NC2=C1)N(C)C(C)C)NC(=O)[C@H]1[C@H](C1)C1=CC=C(C=C1)Cl)=O cis-2-(4-Chloro-phenyl)-cyclopropanecarboxylic acid [7-fluoro-2-(isopropyl-methyl-amino)-4-oxo-4H-quinazolin-3-yl]-amide